2-chloro-N-(1-(3-chloro-4-(trifluoromethoxy)phenyl)-1H-imidazol-4-yl)pyrrolo[2,1-f][1,2,4]triazin-4-amine ClC1=NN2C(C(=N1)NC=1N=CN(C1)C1=CC(=C(C=C1)OC(F)(F)F)Cl)=CC=C2